C1(C=CC(N1C(C1CCCCC1)(C1CCCCC1)N1C(C=CC1=O)=O)=O)=O bismaleimidodicyclohexylmethane